tert-butyl 1-((N-methylacetamido) methyl)-3,8-diazabicyclo[3.2.1]octane-8-carboxylate CN(C(C)=O)CC12CNCC(CC1)N2C(=O)OC(C)(C)C